ClC=1C(=C2N=C(N=C3C2=C(CC[C@@H]2[C@@H]4CC[C@](CN32)(N4C(=O)OC(C)(C)C)F)N1)SCC)F tert-butyl (5aR,6S,9S)-2-chloro-12-(ethylthio)-1,9-difluoro-4,5,5a,6,7,8,9,10-octahydro-3,10a,11,13,14-pentaaza-6,9-methanonaphtho[1,8-ab]heptalene-14-carboxylate